[Ca+2].P(=O)([O-])([O-])[O-].OC=1[C@H](OC(C1O)=O)[C@H](CO)O.P(=O)([O-])([O-])[O-].[Ca+2].[Ca+2] vitamin C phosphate calcium salt